ClC(OC1=CC=C(C=C1)NC(C1=CN=C(C(=C1)C1=NNC=C1)N1CCN(CC1)C1CCN(CC1)CC1=NC=C(C=C1)N1C(NC(CC1)=O)=O)=O)(F)F N-(4-(chlorodifluoromethoxy)phenyl)-6-(4-(1-((5-(2,4-dioxotetrahydropyrimidin-1(2H)-yl)pyridin-2-yl)methyl)piperidin-4-yl)piperazin-1-yl)-5-(1H-pyrazol-3-yl)nicotinamide